C(#N)[C@@H]1C[C@H](N(C1)C(=O)OC(C)(C)C)C(N[C@H]1CN([C@H](C1)C(=O)OC)C(C(C)C)=O)=O tert-Butyl (2S,4R)-4-cyano-2-(((3R,5R)-1-isobutyryl-5-(methoxycarbonyl)pyrrolidin-3-yl)carbamoyl)pyrrolidine-1-carboxylate